methyl 3-fluoro-4-(methylamino)-5-nitro-benzoate FC=1C=C(C(=O)OC)C=C(C1NC)[N+](=O)[O-]